C1=C(C=CC=2C3=CC=CC=C3C3(C12)C1=CC=CC=C1C=1C=CC=CC13)C1=NC(=NC(=N1)C1=CC(=CC(=C1)C(C)(C)C)C(C)(C)C)C1=CC(=CC(=C1)C(C)(C)C)C(C)(C)C 2-(9,9'-spirobifluoren-2-yl)-4,6-bis(3,5-di-tert-butylphenyl)-1,3,5-triazine